O=C1N(CCC(N1)=O)C1=CC(=C2C=CN(C2=C1)C(=O)OC(C)(C)C)OC tert-Butyl 6-(2,4-dioxotetrahydropyrimidin-1(2H)-yl)-4-methoxy-1H-indole-1-carboxylate